N1CCC(CC1)OCCCC1=C2C3=C(N(C2=CC=C1)C1C(NC(CC1)=O)=O)N=CC=C3 3-[5-[3-(4-piperidyloxy)propyl]pyrido[2,3-b]indol-9-yl]piperidine-2,6-dione